n-propyl chloride CCCCl